5-(cyclopropylmethylsulfanyl)furan-2-carboxylic acid C1(CC1)CSC1=CC=C(O1)C(=O)O